C(C)(C)(C)C1=NC=CC(=C1)C=1C=NC=C(C1)C1=C(C=C(C=C1)NC(OC1CCC(CC1)O)=O)Cl 4-hydroxycyclohexyl (4-(2'-(tert-butyl)-[3,4'-bipyridin]-5-yl)-3-chlorophenyl)carbamate